4-ethylmeta-xylene C(C)C1=C(C=C(C=C1)C)C